(3R)-N-(2,4-difluoro-3-{5-[4-(4-formylpiperidin-1-yl)-3-(methylamino)phenyl]-1H-pyrrolo[2,3-b]pyridine-3-carbonyl}phenyl)-3-fluoropyrrolidine-1-sulfonamide FC1=C(C=CC(=C1C(=O)C1=CNC2=NC=C(C=C21)C2=CC(=C(C=C2)N2CCC(CC2)C=O)NC)F)NS(=O)(=O)N2C[C@@H](CC2)F